tert-Butyl 8-(1-isopropyl-1H-pyrazole-5-sulfonamido)-3,4-dihydroisoquinoline-2(1H)-carboxylate C(C)(C)N1N=CC=C1S(=O)(=O)NC=1C=CC=C2CCN(CC12)C(=O)OC(C)(C)C